N-(2-aminoethyl)-2-[(Z)-(4-amino-8-methoxy-5,5-dimethyl-benzo[h]quinazolin-6-ylidene)amino]oxy-acetamide NCCNC(CO\N=C/1\C(C=2C(=NC=NC2C2=C1C=C(C=C2)OC)N)(C)C)=O